ClC1=C2C(=NC=C1)NC(=C2C=2C=CC(=C(C2)NC(C=C)=O)C)C2=CC=C(C=C2)C2CCNCC2 N-(5-(4-chloro-2-(4-(piperidin-4-yl)phenyl)-1H-pyrrolo[2,3-b]pyridin-3-yl)-2-methylphenyl)acrylamide